3-chloro-5-(2-oxopent-4-en-1-yl)benzonitrile ClC=1C=C(C#N)C=C(C1)CC(CC=C)=O